O[C@@]1(C2(C(=C3C(=C(C(=C3C1=O)SC1=CC=C(C=C1)O)C)SC1=CC=C(C=C1)O)C)CC2)C (R)-6'-hydroxy-1',3'-bis((4-hydroxyphenyl)thio)-2',4',6'-trimethylspiro[cyclopropane-1,5'-inden]-7'(6'H)-one